(Z)-2-(4-(6-((4-bromo-2,6-difluorophenethyl)amino)pyrimidin-4-yl)-2-propylphenyl)-N'-hydroxyacetimidamide BrC1=CC(=C(CCNC2=CC(=NC=N2)C2=CC(=C(C=C2)C/C(/N)=N/O)CCC)C(=C1)F)F